(3-chloro-2,4-dimethyl-5,7-dihydropyrrolo[3,4-b]pyridin-6-yl)-[(3R)-1-[6-(trifluoromethyl)pyrimidin-4-yl]pyrrolidin-3-yl]methanone ClC=1C(=C2C(=NC1C)CN(C2)C(=O)[C@H]2CN(CC2)C2=NC=NC(=C2)C(F)(F)F)C